Ethyl 2-(4-bromophenyl)-2-oxoacetate BrC1=CC=C(C=C1)C(C(=O)OCC)=O